1,3-bis(3-aminopropyl)benzene NCCCC1=CC(=CC=C1)CCCN